C1(CC1)(C1CC1)C(=O)N1CCC2(CO2)CC1 [1,1'-Bi(cyclopropan)]-1-yl(1-oxa-6-azaspiro[2.5]octan-6-yl)methanone